OC1=C(C(=O)NC=2C=C(C=CC2)C2=CC(=C(C(=C2)N(C2CCOCC2)CC)C)C(=O)NCC=2C(NC(=CC2C)C)=O)C=C(C(=C1)O)C(C)C 3'-(2,4-dihydroxy-5-isopropylbenzamido)-N-((4,6-dimethyl-2-oxo-1,2-dihydropyridin-3-yl)methyl)-5-(ethyl(tetrahydro-2H-pyran-4-yl)amino)-4-methyl-[1,1'-biphenyl]-3-carboxamide